CC=1SC=C(C1N(C(=O)N)S(N(C1NCOC1)C=1C=NN(C1)C)(=O)=O)C (2,4-Dimethylthiophene-3-yl)-1-[(1-methyl-1H-pyrazol-4-yl)(oxazolidin-4-yl)-sulfamoyl]urea